FC(OC1=CC(=NN1)NC1=CC=C2C(=N1)N(N=N2)[C@H](C)C2(CCOCC2)O)F (R)-4-(1-(5-((5-(difluoromethoxy)-1H-pyrazol-3-yl)amino)-3H-[1,2,3]triazolo[4,5-b]pyridin-3-yl)ethyl)tetrahydro-2H-pyran-4-ol